ClC=1C=C(OC2=C(C=C(C=C2S(N)(=O)=O)NC(CC2=C(C=CC=C2)C(F)F)=O)F)C=CC1 N-[4-(3-chlorophenoxy)-3-fluoro-5-sulfamoylphenyl]-2-[2-(difluoromethyl)-phenyl]acetamide